C(C)(C)(C)C1=C(C=C(C(=C1)C(C)(C)C)O)NC(=O)C1=CNC2=CC=CC=C2C1=O N-(2,4-di-tert-butyl-5-hydroxyphenyl)-1,4-dihydro-4-oxoquinoline-3-carboxamide